O1C(CCC=2C1=NC=CC2)=O 1,3-dihydro-2H-pyrano[2,3-b]pyridin-2-one